ClC1=C(C=NN1C)NC1=NC=CC(=N1)C1=CC=CC(=N1)N1C=NC(=C1)[C@]1(C(N(CC1)C)=O)O (R)-3-(1-(6-(2-((5-Chloro-1-methyl-1H-pyrazol-4-yl)amino)pyrimidin-4-yl)pyridin-2-yl)-1H-imidazol-4-yl)-3-hydroxy-1-methylpyrrolidin-2-one